((2-chloro-6-fluorobenzyl)oxy)-N,2-dimethylbenzofuran-3-carboxamide ClC1=C(COC2=CC=CC3=C2C(=C(O3)C)C(=O)NC)C(=CC=C1)F